N-(3,3-dimethyl-7-morpholino-1,1-dioxido-3,4-dihydro-2H-benzo[b][1,4]thiazin-6-yl)pyrazolo[1,5-a]pyrimidine-3-carboxamide CC1(NC2=C(S(C1)(=O)=O)C=C(C(=C2)NC(=O)C=2C=NN1C2N=CC=C1)N1CCOCC1)C